5-PHENYL-1H-PYRROLO[2,3-B]PYRIDINE-2-CARBOXALDEHYDE C1(=CC=CC=C1)C=1C=C2C(=NC1)NC(=C2)C=O